tert-Butyl 4-chloro-5,6-dihydropyrido[4',3':4,5]thieno[2,3-d]pyrimidine-7(8H)-carboxylate ClC=1C2=C(N=CN1)SC1=C2CCN(C1)C(=O)OC(C)(C)C